O1C(=NC=C1)C=1C(=NC=CN1)C(=O)NC(C)C1OCCC1 (Oxazol-2-yl)-N-(1-(tetrahydrofuran-2-yl)ethyl)pyrazine-2-carboxamide